FC(C=1C=C(CC2=CC(=NC=C2)N2N=C3C(=N2)CCCC3=O)C=CC1)(F)F 2-(4-(3-(trifluoromethyl)benzyl)pyridin-2-yl)-2,5,6,7-tetrahydro-4H-benzo[d][1,2,3]Triazol-4-one